(S)-1-(8-chloroisochroman-1-yl)-N-methyl-methylamine ClC=1C=CC=C2CCO[C@@H](C12)CNC